N1COCC2=C1C=CC=C2 1,4-dihydro-2H-benzo[d][1,3]oxazine